2-(1-(4-cyano-5,5-difluoro-3-((S)-2-methylazetidin-1-yl)-6,7-dihydro-5H-Cyclopenta[c]pyridin-1-yl)pyrrolidin-3-yl)acetic acid methyl ester COC(CC1CN(CC1)C1=NC(=C(C2=C1CCC2(F)F)C#N)N2[C@H](CC2)C)=O